C(CC)N(C1=CC(=C(C=C2C(N(C(N(C2=O)CC)=S)CC)=O)C=C1)C)CCC 5-(4-(dipropylamino)-2-methylbenzylidene)-1,3-diethyl-2-thiobarbituric acid